C[C@@H]1CN(C[C@@H](N1)C)C1=CC=CC(=N1)CNC=1C2=C(N=CC1)NC=C2C2=C(C=NC=C2)F N-((6-((3R,5S)-3,5-Dimethylpiperazin-1-yl)pyridin-2-yl)methyl)-3-(3-fluoropyridin-4-yl)-1H-pyrrolo[2,3-b]pyridin-4-amine